COC(C(C(CCCCCCCCC(=O)N(C)C)=O)CCCCCCCC(=O)N(C)C)=O 12-(dimethylamino)-2-(8-(dimethylamino)-8-oxo-octyl)-3,12-dioxododecanoic acid methyl ester